N-(3-(4-(1-((5,5-dimethyl-1,3-dioxan-2-yl)methyl)-1H-1,2,3-triazol-4-yl)-3-ethylphenyl)prop-2-ynyl)methanesulfonamide CC1(COC(OC1)CN1N=NC(=C1)C1=C(C=C(C=C1)C#CCNS(=O)(=O)C)CC)C